4-[4-[6-(hydroxymethyl)-3-pyridinyl]-2-oxo-3H-benzimidazol-1-yl]piperidine-1-carboxylic acid tert-butyl ester C(C)(C)(C)OC(=O)N1CCC(CC1)N1C(NC2=C1C=CC=C2C=2C=NC(=CC2)CO)=O